(R)-2,2-difluoro-3-((1-(5-iodo-1H-indol-3-yl)propan-2-yl)amino)propan-1-ol FC(CO)(CN[C@@H](CC1=CNC2=CC=C(C=C12)I)C)F